C(C)(C)(C)OC(=O)N1CCC(=CC1)C1=CC(=CC=C1)[C@@](C1=CC=C(C=C1)OC(F)(F)F)(O)C1(CN(C1)C)C (R)-4-{3-[(1,3-Dimethyl-azetidin-3-yl)-hydroxy-(4-trifluoromethoxy-phenyl)-methyl]-phenyl}-3,6-dihydro-2H-pyridine-1-carboxylic acid tert-butyl ester